4-[5-(2,8-dimethylimidazo[1,2-b]pyridazin-6-yl)-7-methoxy-indazol-2-yl]piperidine-1-carboxylic acid tert-butyl ester C(C)(C)(C)OC(=O)N1CCC(CC1)N1N=C2C(=CC(=CC2=C1)C=1C=C(C=2N(N1)C=C(N2)C)C)OC